1-Octyl-2-ethylpyrrolium chlorid [Cl-].C(CCCCCCC)[NH+]1C(=CC=C1)CC